(trans)-2-Acetamidocyclohexyl (8-amino-7-fluoro-6-(8-methyl-2,3-dihydro-1H-pyrido[2,3-b][1,4]oxazin-7-yl)isoquinolin-3-yl)carbamate NC=1C(=C(C=C2C=C(N=CC12)NC(O[C@H]1[C@@H](CCCC1)NC(C)=O)=O)C1=C(C2=C(OCCN2)N=C1)C)F